COC(=O)C1SC=2N=CC=C3N(C(NC1C23)=O)C2=CC(=C(C=C2)OC2=CC=CC=C2)Cl 5-(3-chloro-4-phenoxyphenyl)-4-oxo-4,5-dihydro-3H-1-thia-3,5,8-triazaAcenaphthene-2-carboxylic acid methyl ester